6-(1-azaspiro[3.3]heptan-1-yl)quinoline-4-carboxylic acid N1(CCC12CCC2)C=2C=C1C(=CC=NC1=CC2)C(=O)O